COC1CCC=2C1=NC1=C(C2NC(OCC(Cl)(Cl)Cl)=O)CCC1 2,2,2-trichloroethyl (3-methoxy-1,2,3,5,6,7-hexahydrodicyclopenta[b,e]pyridin-8-yl)carbamate